ethyl 2-(((S)-4-(cyclopropylethynyl)-2-oxo-4-(trifluoromethyl)-1,2,3,4-tetrahydroquinazolin-7-yl)methyl)-3-oxobutanoate C1(CC1)C#C[C@@]1(NC(NC2=CC(=CC=C12)CC(C(=O)OCC)C(C)=O)=O)C(F)(F)F